C(C1=CC=CC=C1)(=O)O[C@H](C(=O)O)[C@@H](C(=O)O)OC(C1=CC=CC=C1)=O.NC1(C(CCCC1)CO)C1=CC(=C(C=C1)CCC(C)(C)C)Cl {2-amino-2-[3-chloro-4-(3,3-dimethylbutyl)phenyl]cyclohexyl}methanol (2S,3S)-2,3-bis-benzoyloxy-succinate